C(C)S(=O)(=O)CC1CN(C1)C=1C=CC(=C2C=C(N=CC12)NC1=NC(=NC=C1)N1C[C@@H]([C@@H](CC1)OCCO)F)C(C)C 2-{[(3S,4R)-1-{4-[(8-{3-[(ethanesulfonyl)methyl]azetidin-1-yl}-5-(propan-2-yl)isoquinolin-3-yl)amino]pyrimidin-2-yl}-3-fluoro-piperidin-4-yl]oxy}ethan-1-ol